ClC1=C(C=CC=C1)C=1N=C(SC1)C1(C(=O)N)CC=C(C(=O)N(C)C)C=C1 1-(4-(2-chlorophenyl)thiazol-2-yl)-N4,N4-dimethyl-terephthalamide